N-((S)-2-((((9H-fluoren-9-yl)methoxy)carbonyl)amino)-2,4-dimethylpentanoyl)-O-(tert-butyl)-L-serine C1=CC=CC=2C3=CC=CC=C3C(C12)COC(=O)N[C@](C(=O)N[C@@H](COC(C)(C)C)C(=O)O)(CC(C)C)C